Di-tert-butyl azocarboxylate N(=NC(=O)OC(C)(C)C)C(=O)OC(C)(C)C